ClC=1C=CC(=NC1)N1CCN(CC1)CC1=CC(=C(OC(C(=O)OCC)(C)C)C(=C1)C)C Ethyl 2-(4-((4-(5-chloropyridin-2-yl)piperazin-1-yl)methyl)-2,6-dimethylphenoxy)-2-methylpropanoate